OC=1C(C=CC=CC1OC1CC2(CC2)C1)=O 2-hydroxy-3-(spiro[2.3]hexan-5-yloxy)cyclohepta-2,4,6-trien-1-one